(d)-2,4,6-tri(4-formylphenyl)-1,3,5-triazine C(=O)C1=CC=C(C=C1)C1=NC(=NC(=N1)C1=CC=C(C=C1)C=O)C1=CC=C(C=C1)C=O